N-{(1Z)-1-(7-Chloro-2,3-dihydroinden-1-ylidene)-2-oxo-2-[(2-oxospiro[1H-indole-3,4'-oxane]-6-yl)amino]ethyl}-2-methylpyrazole-3-carboxamide ClC=1C=CC=C2CC/C(/C12)=C(\C(NC1=CC=C2C(=C1)NC(C21CCOCC1)=O)=O)/NC(=O)C=1N(N=CC1)C